N-(2-(4-(2-hydroxypropan-2-yl)-2-azabicyclo[2.1.1]hexan-2-yl)-5-(trifluoromethyl)pyridin-4-yl)-6-(1-methyl-1H-pyrazol-4-yl)picolinamide OC(C)(C)C12CN(C(C1)C2)C2=NC=C(C(=C2)NC(C2=NC(=CC=C2)C=2C=NN(C2)C)=O)C(F)(F)F